stearoyl-lactic acid sodium [Na].C(CCCCCCCCCCCCCCCCC)(=O)C(C(=O)O)(O)C